3-(6-(1-benzylpiperidin-2-yl)-1-methyl-1H-pyrazolo[3,4-d]pyrimidin-3-yl)-2,6-difluoro-5-(trifluoromethyl)phenol hydrochloride Cl.C(C1=CC=CC=C1)N1C(CCCC1)C1=NC=C2C(=N1)N(N=C2C=2C(=C(C(=C(C2)C(F)(F)F)F)O)F)C